2-chloro-8,8-dimethyl-7,8-dihydro-6H-cyclopenta[e]pyrazolo[1,5-a]pyrimidine ClC1=NN2C(N=CC3=C2C(CC3)(C)C)=C1